6-((isobutylamino)methyl)-2-(3-((1r-3r)-3-methoxy-1-(4-methyl-4H-1,2,4-triazol-3-yl)cyclobutyl)phenyl)-4-(trifluoromethyl)isoindolin-1-one C(C(C)C)NCC1=CC(=C2CN(C(C2=C1)=O)C1=CC(=CC=C1)C1(CC(C1)OC)C1=NN=CN1C)C(F)(F)F